benzyl (1-(tert-butyl)-3-((1S,3R)-3-(((4-nitrophenoxy)carbonyl)oxy)cyclopentyl)-1H-pyrazol-5-yl)carbamate C(C)(C)(C)N1N=C(C=C1NC(OCC1=CC=CC=C1)=O)[C@@H]1C[C@@H](CC1)OC(=O)OC1=CC=C(C=C1)[N+](=O)[O-]